tert-Butyl N-[[1-(3-pyridylmethyl)-4-piperidyl]methyl]carbamate N1=CC(=CC=C1)CN1CCC(CC1)CNC(OC(C)(C)C)=O